ClC1=NC=C(C(=O)NC[C@H](C(C)(C)O)F)C(=C1)NC1CCC(CC1)C1=NN(C=C1)C(F)F 6-chloro-4-(((1R,4R)-4-(1-(difluoromethyl)-1H-pyrazol-3-yl)cyclohexyl)amino)-N-((R)-2-fluoro-3-hydroxy-3-methylbutyl)nicotinamide